CC=1N(C2=C(C=NC(=C2C#CC)C)N1)CC1=C(C=C(C=C1F)S(=O)(=O)N)F 4-((2,6-dimethyl-7-(prop-1-yn-1-yl)-1H-imidazo[4,5-c]pyridin-1-yl)methyl)-3,5-difluorobenzenesulfonamide